alpha-butylene oxide CCC1CO1